O=C(/C(=C/C(=O)OCCCCCC)/C1=CC=CC=C1)NC1=CC=CC=C1 Hexyl (E)-4-oxo-3-phenyl-4-(phenylamino)but-2-enoate